[Br-].C[P+](C1=CC=CC=C1)(C1=CC=CC=C1)C1=CC=CC=C1 Methyltriphenylphosphonium bromide